2-(3-{2-azabicyclo[3.1.0]hexane-2-carbonyl}-4H,5H,6H,7H-pyrazolo[1,5-a]pyrazine-5-carbonyl)-1H-indole C12N(CCC2C1)C(=O)C=1C=NN2C1CN(CC2)C(=O)C=2NC1=CC=CC=C1C2